N-((2-(2,6-Dioxopiperidin-3-yl)-1-oxoisoindolin-5-yl)methyl)-4-methylpicolinamide O=C1NC(CCC1N1C(C2=CC=C(C=C2C1)CNC(C1=NC=CC(=C1)C)=O)=O)=O